BrC=1C=C(C=NC1)C1(CC1)C=1NC(C2=C(N1)CCNC2)=O 2-(1-(5-bromopyridin-3-yl)cyclopropyl)-5,6,7,8-tetrahydropyrido[4,3-d]pyrimidin-4(3H)-one